(E)-N,N-diethylleucylaminonaphthalenesulfonyl chloride C(C)N([C@@H](CC(C)C)C(=O)NC1=C(C2=CC=CC=C2C=C1)S(=O)(=O)Cl)CC